1-(5-(2-fluorophenyl)-1-(1,6-dihydropyridin-3-yl-sulfonyl)-1H-pyrrol-3-yl)-N-methylmethylamine FC1=C(C=CC=C1)C1=CC(=CN1S(=O)(=O)C1=CNCC=C1)CNC